COC1(CCN(CC1)C(=O)OCC)C1=CC=C(C=C1)C(=O)N1CCC(CC1)C1=CC=C(C=C1)C(F)(F)F Ethyl 4-methoxy-4-(4-(4-(4-(trifluoromethyl)phenyl)piperidine-1-carbonyl)phenyl)piperidine-1-carboxylate